(R)-(4-(4-(difluoromethyl)pyrazolo[1,5-a]pyridin-2-yl)-1,4,6,7-tetrahydro-5H-imidazo[4,5-c]pyridin-5-yl)(2-(1,5-dimethyl-1H-pyrazol-4-yl)oxazol-5-yl)methanone FC(C=1C=2N(C=CC1)N=C(C2)[C@@H]2N(CCC1=C2N=CN1)C(=O)C1=CN=C(O1)C=1C=NN(C1C)C)F